FC=1C=CC2=C(CCO2)C1CNC1=NC=C(C=2N1C=C(N2)C#N)C=2C(=NN(C2)C(C)C)C 5-(((5-fluoro-2,3-dihydrobenzofuran-4-yl)methyl)amino)-8-(1-isopropyl-3-methyl-1H-pyrazol-4-yl)imidazo[1,2-c]pyrimidine-2-carbonitrile